FC1(CCN(CC1)C1=NC(=NC=C1C(F)(F)F)NC(C1=C(C=C(C=C1)NS(=O)(=O)CCO)N1CCC2(CC2)CC1)=O)F N-(4-(4,4-difluoropiperidin-1-yl)-5-(trifluoromethyl)pyrimidin-2-yl)-4-((2-hydroxyethyl)sulfonamido)-2-(6-azaspiro[2.5]octan-6-yl)benzamide